N-(3-(dimethylamino)propyl)-3-fluoro-4-(8-hydroxyquinolin-6-yl)benzamide CN(CCCNC(C1=CC(=C(C=C1)C=1C=C2C=CC=NC2=C(C1)O)F)=O)C